FC(C=1C=C(C(=O)OC(C2=CC(=CC=C2)C(F)(F)F)=O)C=CC1)(F)F 3-trifluoromethylbenzoic anhydride